3-AMINO-4-PYRIDAZINECARBOXYLIC ACID NC=1N=NC=CC1C(=O)O